COC(CC=1SC=CC1)=O.CC(=O)C acetone methyl-thiolacetate